IC1=C(OCCSCC2=CNC(O2)=S)C=CC=C1I 5-[(2,3-Diiodophenoxyethylsulfanyl)methyl]oxazole-2(3H)-thione